C[C@H]1N(CCN(C1)C(=O)OC(C)(C)C)C(=O)OC1=CC=C2C(=NC(=NC2=C1)OC)N1CCN(CC1)C1=CC=C(C=C1)Cl 4-(tert-butyl) 1-(4-(4-(4-chlorophenyl) piperazin-1-yl)-2-methoxyquinazolin-7-yl) (R)-2-methylpiperazine-1,4-dicarboxylate